N'-[4-[[3-[(4-chlorophenyl)methyl]-1,2,4-thiadiazol-5-yl]oxy]-2,5-di-methyl-phenyl]-N-ethyl-N-methyl-formamidine ClC1=CC=C(C=C1)CC1=NSC(=N1)OC1=CC(=C(C=C1C)N=CN(C)CC)C